C(C=C)(=O)OCCOC(=O)C1=C2C(C(=O)OC2=O)=CC=C1 acryloyloxyethoxycarbonylphthalic anhydride